C(C1=CC=CC=C1)OC(=O)[C@H]1N(C[C@@](C1)(F)COC\C=C\CCC(=O)OCC)C(CNC(C1=CC=C(C=C1)OC1=CC=CC=C1)=O)=O (2S,4R)-4-((((E)-6-ethoxy-6-oxohex-2-en-1-yl)oxy)methyl)-4-fluoro-1-((4-phenoxybenzoyl)glycyl)pyrrolidine-2-carboxylic acid benzyl ester